tert-butyl 4,6,7,8-tetrahydro-[1,2,3]triazolo[4,5-c]azepine-5(1H)-carboxylate N1N=NC=2CN(CCCC21)C(=O)OC(C)(C)C